(3-fluoro-2-(pyrimidin-2-yl)phenyl)((1S,4R,6R)-6-((5-fluoropyridin-2-yl)oxy)-2-azabicyclo[2.2.1]hept-2-yl)methanone FC=1C(=C(C=CC1)C(=O)N1[C@@H]2[C@@H](C[C@H](C1)C2)OC2=NC=C(C=C2)F)C2=NC=CC=N2